6-[5-(4-chlorophenyl)-1-[4-(trifluoromethyl)-3-pyridyl]pyrrol-2-yl]-N-[2-(dimethylamino)ethyl]-pyridine-3-carboxamide hydrochloride Cl.ClC1=CC=C(C=C1)C1=CC=C(N1C=1C=NC=CC1C(F)(F)F)C1=CC=C(C=N1)C(=O)NCCN(C)C